(S)-6-fluoro-7-(8-methyl-2,3-dihydro-1H-pyrido[2,3-b][1,4]oxazin-7-yl)-N2-(1-(1-methylpyrrolidin-3-yl)-1H-pyrazol-4-yl)quinazoline-2,5-diamine FC1=C(C=2C=NC(=NC2C=C1C1=C(C2=C(OCCN2)N=C1)C)NC=1C=NN(C1)[C@@H]1CN(CC1)C)N